3-trifluoromethyl-5,6,7,8-tetrahydro-[1,2,4]triazolo[4,3-a]pyrazine FC(C1=NN=C2N1CCNC2)(F)F